(S,E)-1-amino-4-(4-((4-methylpyridin-2-yl)carbamoyl)phenyl)-2-(1-(pent-2-enoyl)pyrrolidin-2-yl)-1H-imidazole-5-carboxamide NN1C(=NC(=C1C(=O)N)C1=CC=C(C=C1)C(NC1=NC=CC(=C1)C)=O)[C@H]1N(CCC1)C(\C=C\CC)=O